N-(3,5-difluorobenzyl)-3-hydroxy-2-oxo-1-(1H-pyrrolo[2,3-c]pyridin-5-yl)pyrrolidine-3-carboxamide FC=1C=C(CNC(=O)C2(C(N(CC2)C=2C=C3C(=CN2)NC=C3)=O)O)C=C(C1)F